Cl.CN1SC=CC1=O 2-methyl-2H-isothiazol-3-one-hydrochloride